CN(CC(=O)N1CCC(CC1)C=1C=C2C(=C(NC2=CC1)C=1C=C(C=2N(C1)C=CN2)C(F)(F)F)C(C)C)C 2-(dimethylamino)-1-(4-(3-isopropyl-2-(8-(trifluoromethyl)imidazo[1,2-a]pyridin-6-yl)-1H-indol-5-yl)piperidin-1-yl)ethan-1-one